COC1=NC2=CC=CC=C2C=C1C1=CN=C(N1)[C@H](CCCCCC(=O)C=1OC=CN1)NC(=O)C1OCCOC1 N-[(1S)-1-[5-(2-methoxyquinolin-3-yl)-1H-imidazol-2-yl]-7-(1,3-oxazol-2-yl)-7-oxoheptyl]-1,4-dioxane-2-carboxamide